(±)-3-[2-ethyl-4-{2-[(5-fluoropyridin-2-yl)amino]-2-oxoethyl}-5,8-dioxo-5,8-dihydro-4H-pyrazolo[1,5-a]pyrrolo[3,4-d]pyrimidin-6(7H)-yl]-N-(propan-2-yl)pyrrolidine-1-carboxamide C(C)C1=NN2C(N(C3=C(C2=O)CN(C3=O)[C@H]3CN(CC3)C(=O)NC(C)C)CC(=O)NC3=NC=C(C=C3)F)=C1 |r|